(R)-3-(4-((1-(3-(difluoromethyl)-2-fluorophenyl)ethyl)amino)-7-methoxyquinolin-6-yl)-3-Methoxyazetidine-1-carboxylate FC(C=1C(=C(C=CC1)[C@@H](C)NC1=CC=NC2=CC(=C(C=C12)C1(CN(C1)C(=O)[O-])OC)OC)F)F